C1(=CC=CC=C1)CCC(=O)O 3-phenylpropanoic acid